C=NC1CCCCC1 methylenecyclohexylamine